N-(1-(6-(3-fluoroazetidin-3-yl)pyridin-2-yl)-3-methyl-1H-pyrazolo[4,3-c]pyridin-6-yl)acetamide tert-butyl-3-iodo-4-methylsulfonyl-pyrrolidine-1-carboxylate C(C)(C)(C)OC(=O)N1CC(C(C1)S(=O)(=O)C)I.FC1(CNC1)C1=CC=CC(=N1)N1N=C(C=2C=NC(=CC21)NC(C)=O)C